(S)-2-methyl-5-(1-methylpyrrol-2-yl)pyridine CC1=NC=C(C=C1)C=1N(C=CC1)C